FC(CN1N=CC(=C1)C=1C=CC(=NC1C1=CC=2N(C=C1)C=CN2)C#N)(C(C)C)F 5-[1-(2,2-difluoro-3-methylbutyl)-1H-pyrazol-4-yl]-6-imidazo[1,2-a]pyridin-7-ylpyridine-2-carbonitrile